C1(=CC=CC=C1)N=NC1=C(C=C(O)C=C1)O 4-(phenylazo)resorcinol